2,2-difluoroethyl butyrate C(CCC)(=O)OCC(F)F